OC1=NN(C=C1C(=O)OCC)C ethyl 3-hydroxy-1-methyl-4-pyrazolecarboxylate